4-fluoro-N-(6-(5-methyloctahydropyrrolo[3,4-c]pyrrole-2-carbonyl)pyridin-2-yl)benzamide 2,2-dimethyl-3-(8-methyl-3-(trifluoromethyl)-[1,2,4]triazolo[4,3-a]pyridin-7-yl)propanoate CC(C(=O)O)(CC1=C(C=2N(C=C1)C(=NN2)C(F)(F)F)C)C.FC2=CC=C(C(=O)NC1=NC(=CC=C1)C(=O)N1CC3CN(CC3C1)C)C=C2